C(C)(C)(C)C=1C=C(C=C(C1O)C(C)(C)C)C=CC(=O)NCCCCCCNC(CCC1=CC(=C(C(=C1)C(C)(C)C)O)C(C)(C)C)=O 3-(3,5-ditert-butyl-4-hydroxyphenyl)-N-[6-[3-(3,5-ditert-butyl-4-hydroxyphenyl)propanoylamino]hexyl]propenamide